Ethylenedinitrilotetraethanol C(CN(CCO)CCO)N(CCO)CCO